6-(trifluoromethyl)benzothiophene-2-amine FC(C1=CC2=C(C=C(S2)N)C=C1)(F)F